C(C1=CC=CC=C1)(C1=CC=CC=C1)=NC1=CC2=C(C(N(N=C2C(C)C)CC(=O)OCC)=O)S1 ethyl 2-[2-(benzhydrylideneamino)-4-isopropyl-7-oxo-thieno[2,3-d]pyridazin-6-yl]acetate